FC(N1C(C(=CC=C1)NC(=O)C=1C(=NC=2N(C1)C=C(N2)[C@]21CO[C@](CC2)(C1)C)OC(C)C)=O)F N-(1-(difluoromethyl)-2-oxo-1,2-dihydropyridin-3-yl)-7-isopropoxy-2-((1R,4S)-1-methyl-2-oxabicyclo[2.2.1]hept-4-yl)imidazo[1,2-a]pyrimidine-6-carboxamide